2-(2,6-diethylphenyl)-3-iodo-6,6-dimethyl-2,4,5,6-tetrahydropyrrolo[3,4-c]Pyrazole hydrochloride Cl.C(C)C1=C(C(=CC=C1)CC)N1N=C2C(=C1I)CNC2(C)C